(R)-N-(4-methoxypyrazolo[1,5-a]pyridin-5-yl)-4-(3-methylpiperazin-1-yl)-2,3-dihydro-1H-pyrrolo[2,3-b]pyridine-1-carboxamide hydrochloride Cl.COC=1C=2N(C=CC1NC(=O)N1CCC=3C1=NC=CC3N3C[C@H](NCC3)C)N=CC2